CN1C(NC(=C1C(=O)N)C)=O 3,5-dimethyl-2-oxo-2,3-dihydro-1H-imidazole-4-carboxamide